C(C1=CC=CC=C1)NC([C@H](C)NC(C=CC)=O)=O (S)-4-((1-(benzylamino)-1-oxopropan-2-yl)amino)-4-oxobut-2-ene